COC1=CC=C(C=C2CN(CC(C2=O)C=2C=NC=CC2)C)C=C1 3-(4-methoxybenzylidene)-5-(3-pyridyl)-N-methyl-4-piperidone